N-(2,2-difluoroethyl)-6,7-difluoro-N-(3-fluoro-5-((1-(trifluoromethyl)cyclopropyl)ethynyl)phenyl)-[1,2,4]triazolo[4,3-a]quinazolin-5-amine FC(CN(C1=NC=2N(C3=CC=C(C(=C13)F)F)C=NN2)C2=CC(=CC(=C2)C#CC2(CC2)C(F)(F)F)F)F